C(C1=CC=CC=C1)OC=1C=CC2=C(C(=C(O2)C)C(=O)NCC2=CC=NN2C)C1 5-(benzyloxy)-2-methyl-N-((1-methyl-1H-pyrazol-5-yl)methyl)benzofuran-3-carboxamide